NC1=NN(C=C1C=1C=C2CCNC(C2=CC1)=O)C=1C=C(C=C(C1)OC(F)(F)F)NC(C=C)=O N-(3-(3-amino-4-(1-oxo-1,2,3,4-tetrahydroisoquinolin-6-yl)-1H-pyrazol-1-yl)-5-(trifluoromethoxy)phenyl)acrylamide